sodium potassium sodium copper [Cu].[Na].[K].[Na]